BrC1=CC=C(C=C1)C1(CC1)C(=O)OC(C)(C)C tert-butyl 1-(4-bromophenyl)-cyclopropanecarboxylate